C(CCC)SC1=C(C=C(C=C1OC)CCN)OC 2-(4-butylsulfanyl-3,5-dimethoxyphenyl)ethylamine